BrC1=C(C=C(C=C1)F)OC1CC1 1-Bromo-2-cyclopropoxy-4-fluorobenzene